methyl 5-[5-(2-{3-[(5-bromo-2-nitrophenyl) amino]-3-methylpiperidin-1-yl} ethoxy)-1-methylpyrazol-4-yl]-1-methyl-6-oxopyridine-3-carboxylate BrC=1C=CC(=C(C1)NC1(CN(CCC1)CCOC1=C(C=NN1C)C1=CC(=CN(C1=O)C)C(=O)OC)C)[N+](=O)[O-]